N[C@H](CC(C(F)(F)F)(C)C)C1=NC2=C(N1)C=C(C=C2)[C@@H](C)NC(CCC(F)(F)F)=O |o1:1| N-((R)-1-(2-((R*)-1-amino-4,4,4-trifluoro-3,3-dimethylbutyl)-1H-benzo[d]imidazol-6-yl)ethyl)-4,4,4-trifluorobutanamide